1-Acryloylpyrrolidine C(C=C)(=O)N1CCCC1